5-(6-Bromo-2-fluoro-3-(trifluoromethyl)benzamido)pyrimidine 1-oxide BrC1=CC=C(C(=C1C(=O)NC=1C=NC=[N+](C1)[O-])F)C(F)(F)F